[2-(4-{[4-(4-bromo-phenylcarbamoyl)-bicyclo[2.2.2]octane-1-carbonyl]-amino}-phenyl)-ethyl]-carbamic acid tert-butyl ester C(C)(C)(C)OC(NCCC1=CC=C(C=C1)NC(=O)C12CCC(CC1)(CC2)C(NC2=CC=C(C=C2)Br)=O)=O